ClC1=CC=C2C(=CNC2=C1N1N=CN=C1)S(=O)(=O)Cl 6-chloro-7-(1,2,4-triazol-1-yl)-1H-indole-3-sulfonyl chloride